methyl 2,7-dibromo-1,1,5-trifluoro-2,3-dihydro-1H-indene-4-carboxylate BrC1C(C=2C(=CC(=C(C2C1)C(=O)OC)F)Br)(F)F